C(C)(C)(C)C1=CC=C2C(NS(C3=CC=CC(NC(CC[C@H]4CC(N(C2=N1)C4)(C)C)C4=CC=C(C(=O)O)C=C4)=N3)(=O)=O)=O 4-[(14S)-8-tert-butyl-12,12-dimethyl-2,2,4-trioxo-2λ6-thia-3,9,11,18,23-pentaazatetracyclo[17.3.1.111,14.05,10]tetracosa-1(22),5,7,9,19(23),20-hexaen-17-yl]benzoic acid